1,1'-(1,4-butanediyl)bis-4-aza-1-azoniabicyclo[2.2.2]octane C(CCC[N+]12CCN(CC1)CC2)[N+]21CCN(CC2)CC1